[Cl-].[Zr+4].[Cl-].[Cl-].[Cl-] zirconium(IV) chloride